(2S)-2-amino-N-[(4-isopropylphenyl)methyl]glutaramide N[C@H](C(=O)NCC1=CC=C(C=C1)C(C)C)CCC(=O)N